BrC=1C=CC(=C(OCCC(=O)O)C1)C=1OC2=C(C=CC=C2C(C1)=O)Cl 3-[5-bromo-2-(8-chloro-4-oxo-chromen-2-yl)phenoxy]propanoic acid